2,6-bis(9-carbazolyl)pyridine C1=CC=CC=2C3=CC=CC=C3N(C12)C1=NC(=CC=C1)N1C2=CC=CC=C2C=2C=CC=CC12